tert-butyl (S)-6-((tert-butoxycarbonyl)(methyl)amino)-3-(3-(5-methyl-1,2,4-oxadiazol-3-yl)benzamido)hexanoate C(C)(C)(C)OC(=O)N(CCC[C@@H](CC(=O)OC(C)(C)C)NC(C1=CC(=CC=C1)C1=NOC(=N1)C)=O)C